ethyltricyclo[5.2.1.02,6]decan-2-yl-carboxylate C(C)OC(=O)C12C3CCC(C2CCC1)C3